N-(2-aminoethyl)-2-[(2R)-4-{2-[(3S)-3-(dimethylamino)pyrrolidin-1-yl]-4-methylbenzoyl}-2-ethylpiperazin-1-yl]-5-(2-ethoxypyridin-3-yl)benzamide NCCNC(C1=C(C=CC(=C1)C=1C(=NC=CC1)OCC)N1[C@@H](CN(CC1)C(C1=C(C=C(C=C1)C)N1C[C@H](CC1)N(C)C)=O)CC)=O